C(C1=CC=CC=C1)OC1=C(C(=C2C=CC(=CC2=C1)NC(CN1C[C@H](CC1)C1=CC2=C(N(C(N2C)=O)C2C(NC(CC2)=O)=O)C=C1)=O)F)N1S(NC(C1)=O)(=O)=O N-[7-benzyloxy-5-fluoro-6-(1,1,4-trioxo-1,2,5-thiadiazolidin-2-yl)-2-naphthyl]-2-[(3R)-3-[1-(2,6-dioxo-3-piperidyl)-3-methyl-2-oxo-benzimidazol-5-yl]pyrrolidin-1-yl]acetamide